BrC1C2CN(C3CCC4NCC(CNC[C@H](OC2CCC1F)C)N4N3)CC (11R)-5-bromo-2-ethyl-6-fluoro-11-methyl-10-oxa-2,13,17,21,22-pentaazatetracyclo[13.5.2.04,9.018,22]Docosane